3-(piperazin-1-yl)benzenesulfonohydrazide N1(CCNCC1)C=1C=C(C=CC1)S(=O)(=O)NN